2,4-dimethoxy-7-vinylthieno[3,2-d]pyrimidine COC=1N=C(C2=C(N1)C(=CS2)C=C)OC